COC1=CC=C(C=C1)CN(C1=C(C=C(C(=N1)\C=C(\C(=O)OCC)/O)[N+](=O)[O-])Br)CC1=CC=C(C=C1)OC ethyl (Z)-3-[6-[bis[(4-methoxyphenyl)methyl]amino]-5-bromo-3-nitro-2-pyridyl]-2-hydroxy-prop-2-enoate